N-(2-(4-((S)-4-cyclopropyl-3-methylpiperazin-1-yl)piperidin-1-yl)-5-((6-((R)-3-(3,5-difluorophenyl)isoxazolidin-2-yl)pyrimidin-4-yl)amino)-6-methoxypyridin-3-yl)acrylamide C1(CC1)N1[C@H](CN(CC1)C1CCN(CC1)C1=NC(=C(C=C1NC(C=C)=O)NC1=NC=NC(=C1)N1OCC[C@@H]1C1=CC(=CC(=C1)F)F)OC)C